C=CCCC=C 1,5-Hexadien